7-bromo-2-chloro-N-(2-furylmethyl)-6-[(1S,2S)-2-nitrocyclohexyl]thieno[3,2-d]pyrimidin-4-amine BrC1=C(SC2=C1N=C(N=C2NCC=2OC=CC2)Cl)[C@@H]2[C@H](CCCC2)[N+](=O)[O-]